NC1=C(C(=NC=2N1N=C(C2CC)C)NCCC2=NN(C=C2)C2(CC2)CCO)C#N 7-amino-3-ethyl-5-((2-(1-(1-(2-hydroxyethyl)cyclopropyl)-1H-pyrazol-3-yl)ethyl)amino)-2-methylpyrazolo[1,5-a]pyrimidine-6-carbonitrile